2-(3-(5-amino-6-(1-methyl-1H-pyrazol-5-yl)pyrazin-2-yl)-4-methylphenyl)-3,3-difluoro-2-hydroxypropanamide NC=1N=CC(=NC1C1=CC=NN1C)C=1C=C(C=CC1C)C(C(=O)N)(C(F)F)O